NCCCNCCCNC(OCC1=CC=CC=C1)=O Benzyl N-[3-[(3-aminopropyl)amino]propyl]carbamate